ClC=1C=CC=C2C=CC=C(C12)N1CC=2N=C(N=C(C2CC1)N1C[C@@H](N(CC1)C(C=C)=O)CC#N)OC[C@H]1N(CCC1)CCC(C)(C)O 2-[(2S)-4-[7-(8-chloro-1-naphthyl)-2-[[(2S)-1-(3-hydroxy-3-methyl-butyl)pyrrolidin-2-yl]methoxy]-6,8-dihydro-5H-pyrido[3,4-d]pyrimidin-4-yl]-1-prop-2-enoyl-piperazin-2-yl]acetonitrile